C1(=CC=CC=C1)P([C-]1C=CC=C1)C1=CC=CC=C1.[C-]1(C=CC=C1)P(C1=CC=CC=C1)C1=CC=CC=C1.[Fe+2].[Pd] palladium [1,1'-bis(diphenylphosphino)ferrocene]